(3R,4R)-3-[(1R)-1-[4-[[4-(3-fluoroazetidin-1-yl)-6-methyl-2-pyridinyl]oxymethyl]phenyl]ethyl]-4-(fluoromethyl)-3-methyl-pyrrolidin-2-one FC1CN(C1)C1=CC(=NC(=C1)C)OCC1=CC=C(C=C1)[C@@H](C)[C@]1(C(NC[C@@H]1CF)=O)C